pyridin-2-ylmethyl (3-(N-(tert-butyl)sulfamoyl)-4-(2-((1r,4r)-4-((isopropoxycarbonyl)amino)cyclohexyl)thiazol-5-yl)phenyl)carbamate C(C)(C)(C)NS(=O)(=O)C=1C=C(C=CC1C1=CN=C(S1)C1CCC(CC1)NC(=O)OC(C)C)NC(OCC1=NC=CC=C1)=O